COC(=O)C=1C(N(C2=CC(=CC=C2C1N)C(F)(F)F)C1=CC=C(C=C1)C1CC1)=O.FC=1C(=C(N)C=CC1)C1=CC=C(C=C1)F 3-fluoro-2-(4-fluorophenyl)aniline methyl-4-amino-1-(4-cyclopropylphenyl)-2-oxo-7-(trifluoromethyl)-1,2-dihydroquinoline-3-carboxylate